((dimethylamino)methyl)-2-oxo-2H-chromen-7-yl dimethylcarbamate CN(C(OC1=CC=C2C=C(C(OC2=C1)=O)CN(C)C)=O)C